(3,3,3-Trifluoropropyl)piperidine FC(CCN1CCCCC1)(F)F